P(=O)(OCCCCC)(OCCCCC)OCCCCC tri-n-pentyl phosphate